O1C[C@H](OC2=NC=CC=C21)C=2C=C(/C(/N)=N/O)C=CC2 (R,Z)-3-(2,3-dihydro-[1,4]dioxino[2,3-b]pyridin-3-yl)-N'-hydroxybenzimidamide